5-cyclopropyl-N2-(1-methyl-1H-pyrazol-4-yl)-N4-(pyrrolidin-3-yl)-7H-pyrrolo[2,3-d]pyrimidine-2,4-diamine C1(CC1)C1=CNC=2N=C(N=C(C21)NC2CNCC2)NC=2C=NN(C2)C